5,7-dichlorobenzo[d]thiazole ClC=1C=C(C2=C(N=CS2)C1)Cl